N1N=C(C2=CC=CC=C12)C(C)=O 1-(1H-indazol-3-yl)ethanone